2-{4-[(5-nitrofuran-2-yl)methyl]piperazine-1-sulfonyl}-2-azabicyclo[2.1.1]hexane [N+](=O)([O-])C1=CC=C(O1)CN1CCN(CC1)S(=O)(=O)N1C2CC(C1)C2